FC=1C=C2C(=C(/C(/C2=CC1)=C/C1=CC=C(C=C1)S(=O)C)C)CC(=O)O (Z)-2-(5-fluoro-2-methyl-1-(4-(methylsulfinyl)benzylidene)-1H-inden-3-yl)acetic acid